C(CC)C=C[SiH](OC(C#C)(C)C)OC(C#C)(C)C propylvinylbis(3-methyl-1-butyn-3-oxy)silane